BrC=1C=C(N(C1)CCC#N)C(=O)OC methyl 4-bromo-1-(2-cyanoethyl)-1H-pyrrole-2-carboxylate